COC(=O)C=1C=C(C2=C(N(C=N2)C/C(=C/CN)/F)C1)C1=CC(=C(C=C1)OC)S(NC(C)C)(=O)=O (Z)-1-(4-amino-2-fluorobut-2-en-1-yl)-4-(3-(N-isopropylsulfamoyl)-4-methoxyphenyl)-1H-benzo[d]imidazole-6-carboxylic acid methyl ester